N2,N2-diallylmelamine C(C=C)N(C1=NC(=NC(=N1)N)N)CC=C